C1(=CC=CC=C1)C1=CC(OC2=CC=CC=C12)=O 4-phenylcoumarin